C(#N)C=1N=C2N(C(=NC=C2C2=CC(=NN2C)C)N(C(OC(C)(C)C)=O)CC2=C(C=CC3=C2C(CO3)=O)F)C1 tert-butyl (2-cyano-8-(1,3-dimethyl-1H-pyrazol-5-yl)imidazo[1,2-c]pyrimidin-5-yl)((5-fluoro-3-oxo-2,3-dihydrobenzofuran-4-yl)methyl)carbamate